C1(CC1)C1=CN(C(C2=C1N=C(N=C2)NC=2C=NN(C2)C2CCN(CC2)C(=O)OC(C)(C)C)=O)C2=C(C=CC=C2Cl)Cl tert-butyl 4-[4-[[8-cyclopropyl-6-(2,6-dichlorophenyl)-5-oxo-pyrido[4,3-d]pyrimidin-2-yl]amino]pyrazol-1-yl]piperidine-1-carboxylate